3-benzyl-N-(3-ethylphenyl)-5-oxo-1-phenyl-4,5-dihydro-1H-pyrazole-4-carboxamide C(C1=CC=CC=C1)C1=NN(C(C1C(=O)NC1=CC(=CC=C1)CC)=O)C1=CC=CC=C1